N-vinylcarboxamide-d tert-Butyl-4-(2-bromo-4-chlorobenzyl)-4-cyanopiperidine-1-carboxylate C(C)(C)(C)OC(=O)N1CCC(CC1)(C#N)CC1=C(C=C(C=C1)Cl)Br.C(=C)NC(=O)[2H]